[N+](=O)([O-])C1=C(C=CC=C1)C(CC(O)C1=C(C=CC=C1)[N+](=O)[O-])O 1,3-bis-(2-nitrophenyl)-1,3-propanediol